CC1=C(C=NC=C1)N1C[C@H](CC1)CN1[C@@H]([C@H]([C@@H]([C@H](C1)OCC1=CC=CC=C1)OCC1=CC=CC=C1)OCC1=CC=CC=C1)C 4-methyl-3-((R)-3-(((2R,3R,4R,5s)-3,4,5-tris(benzyloxy)-2-methylpiperidin-1-yl)methyl)pyrrolidin-1-yl)pyridine